4-amino-5-(furan-2-yl)-1-((2S,4R,5S)-4-hydroxy-5-(hydroxymethyl)tetrahydrofuran-2-yl)pyrimidin-2(1H)-one NC1=NC(N(C=C1C=1OC=CC1)[C@H]1O[C@H]([C@@H](C1)O)CO)=O